2-(1-chloro-cyclopropyl)-1-(2-chloro-phenyl)-3-(1,2,4-triazol-1-yl)-propan-2-ol ClC1(CC1)C(CC1=C(C=CC=C1)Cl)(CN1N=CN=C1)O